tert-butyl 4-((6-(4-(4-cyano-3-(trifluoromethyl)phenyl)piperazine-1-carboxamido)pyridin-3-yl)oxy)piperidine-1-carboxylate C(#N)C1=C(C=C(C=C1)N1CCN(CC1)C(=O)NC1=CC=C(C=N1)OC1CCN(CC1)C(=O)OC(C)(C)C)C(F)(F)F